1,6-bis(ethenylthio)-naphthalene C(=C)SC1=CC=CC2=CC(=CC=C12)SC=C